ethyl 6-(4-benzyloxycarbonylpiperazin-1-yl)-2-azaspiro[3.4]octane-2-carboxylate C(C1=CC=CC=C1)OC(=O)N1CCN(CC1)C1CC2(CN(C2)C(=O)OCC)CC1